4,N4,N4',N4'-tetrakis[1,1'-biphenyl]-4-yl-[1,1'-biphenyl]-4,4'-diamine C1(=CC=C(C=C1)C1(CC=C(C=C1)C1=CC=C(C=C1)N(C1=CC=C(C=C1)C1=CC=CC=C1)C1=CC=C(C=C1)C1=CC=CC=C1)NC1=CC=C(C=C1)C1=CC=CC=C1)C1=CC=CC=C1